COC[C@@H]1N(CCC1)CC1=CN=C(S1)N (R)-5-((2-(methoxymethyl)pyrrolidin-1-yl)methyl)thiazol-2-amine